2,2,2-trifluoro-1-[2-(4,4,5,5-tetramethyl-1,3,2-dioxaborolan-2-yl)phenyl]ethanone FC(C(=O)C1=C(C=CC=C1)B1OC(C(O1)(C)C)(C)C)(F)F